FC(CN(C1=NC=2N(C3=CC=C(C(=C13)F)F)C(=NN2)C)C2=CC(=CC=C2)C#CC(C(F)(F)F)(C)C)F N-(2,2-difluoroethyl)-6,7-difluoro-1-methyl-N-(3-(4,4,4-trifluoro-3,3-dimethylbut-1-yn-1-yl)phenyl)-[1,2,4]triazolo[4,3-a]quinazolin-5-amine